2-oxo-2-((2-(1-(trifluoromethyl)cyclopropyl)ethyl)amino)acetic acid O=C(C(=O)O)NCCC1(CC1)C(F)(F)F